N-(4-(4,4-difluorocyclohexyl)-2-(2,5-difluorophenyl)pyridin-3-yl)-2-isopropoxypyrimidine-5-carboxamide FC1(CCC(CC1)C1=C(C(=NC=C1)C1=C(C=CC(=C1)F)F)NC(=O)C=1C=NC(=NC1)OC(C)C)F